COC(=O)C=1C=C2NC(C(=NC2=C(C1)C1=CC(=CC=C1)F)C)=O 8-(3-fluorophenyl)-2-methyl-3-oxo-3,4-dihydroquinoxaline-6-carboxylic acid methyl ester